O=C1C2(CCC(C1)CC2)C(=O)O.C(C2=CC=CC=C2)N2CCN(CC2)CCN(C(CC)=O)C2=NC=CC=C2F N-(2-(4-benzylpiperazin-1-yl)ethyl)-N-(3-fluoropyridin-2-yl)propanamide 2-oxobicyclo[2.2.2]octane-1-carboxylate